((12aR,13R,15R,15aR)-15-(4-aminopyrrolo[2,1-f][1,2,4]triazin-7-yl)-15-cyano-2,11-dioxotetradecahydrofuro[3,4-b][1,4]dioxacyclotetradecin-13-yl)methyl 2-phenylacetate C1(=CC=CC=C1)CC(=O)OC[C@H]1O[C@@]([C@@H]2OC(CCCCCCCCC(O[C@@H]21)=O)=O)(C#N)C2=CC=C1C(=NC=NN12)N